N,N-bis(2-hydroxyethyl)propanediamine OCCN(C(CC)N)CCO